(S)-3-chloro-5-(3-(methoxymethyl)morpholino)aniline ClC=1C=C(N)C=C(C1)N1[C@H](COCC1)COC